CCCCCCCCCCCCCCCCCCCCCCC(C(CCCCCCCCCCCCCCC1CC1CCCCCCCCCCCCCCCCCC(=O)C(C)CCCCCCCCCCCCCCCCCCC)O)C(=O)O The molecule is a mycolic acid produced by Mycobacterium tuberculosis, the structure of which is tetracosanoic acid substituted at the alpha-carbon by a C55 chain which incorporates a hydroxy group at C-1, a cyclopropyl ring fused onto the C-16-C-17 bond, an oxo group at C-35 and a methyl group at C-36. It has a role as an antigen.